4-benzhydryl-1-(5-methylnicotinoyl)piperazin-2-one C(C1=CC=CC=C1)(C1=CC=CC=C1)N1CC(N(CC1)C(C1=CN=CC(=C1)C)=O)=O